tert-butyl 7-(4-(((1S,3S)-3-((tert-butoxycarbonyl)(methyl)amino)-cyclopentyl)oxy)butyl)-3,4-dihydro-1,8-naphthyridine-1(2H)-carboxylate C(C)(C)(C)OC(=O)N([C@@H]1C[C@H](CC1)OCCCCC1=CC=C2CCCN(C2=N1)C(=O)OC(C)(C)C)C